C1(CC1)C1=NC=C(C=N1)C1=CC2C(N=C1)NC=C2C(=O)C=2C(=C(C=CC2F)NS(=O)(=O)N2CC(CC2)F)F N-(3-(5-(2-cyclopropylpyrimidin-5-yl)-3a,7a-dihydro-1H-pyrrolo[2,3-b]pyridine-3-carbonyl)-2,4-difluorophenyl)-3-fluoropyrrolidine-1-sulfonamide